1-(4-((4-(4-((5-chloro-4-((2-(isopropylsulfonyl)phenyl)amino)pyrimidin-2-yl)amino)-5-isopropoxy-2-methylphenyl)piperazin-1-yl)methyl)pyridin-3-yl)dihydropyrimidine-2,4(1H,3H)-dione ClC=1C(=NC(=NC1)NC1=CC(=C(C=C1OC(C)C)N1CCN(CC1)CC1=C(C=NC=C1)N1C(NC(CC1)=O)=O)C)NC1=C(C=CC=C1)S(=O)(=O)C(C)C